(2R,3S,4S)-4-hydroxy-2-(4-methoxybenzyl)pyrrolidin-3-yl (2-((R)-2-methylpyrrolidin-2-yl)ethyl)carbamate C[C@]1(NCCC1)CCNC(O[C@H]1[C@H](NC[C@@H]1O)CC1=CC=C(C=C1)OC)=O